oxygen acetylene salt C#C.[O]